2-[4-[4-[(2-Iodophenyl)methylamino]benzoyl]piperazin-1-yl]-3H-quinazolin-4-one IC1=C(C=CC=C1)CNC1=CC=C(C(=O)N2CCN(CC2)C2=NC3=CC=CC=C3C(N2)=O)C=C1